C(N)(OC(=N)C1=CC(=C(C(=C1)C)CNC1=NC=NC(=C1)OCC=1N=C2N(C=C(C=C2)C2CC2)C1)C)=O ((4-(((6-((6-cyclopropylimidazo[1,2-a]pyridin-2-yl) methoxy) pyrimidin-4-yl) amino) methyl)-3,5-dimethylphenyl) (imino) methyl) carbamate